C(C)(=O)O[C@H]1[C@@H](O[C@@H]([C@H]([C@@H]1OC(C)=O)OC(C)=O)COC(C)=O)C=1OC(=NN1)C1=NC=CC=C1 2-(2',3',4',6'-Tetra-O-acetyl-β-D-glucopyranosyl)-5-(pyridin-2-yl)-1,3,4-oxadiazole